N-((2R,3S)-2-((((CIS)-4-phenylcyclohexyl)oxy)methyl)-1-(6-(trifluoromethyl)pyrimidin-4-yl)pyrrolidin-3-yl)methanesulfonamide C1(=CC=CC=C1)[C@H]1CC[C@H](CC1)OC[C@@H]1N(CC[C@@H]1NS(=O)(=O)C)C1=NC=NC(=C1)C(F)(F)F